C(#N)C1=CC=C(C=C1)NC1N(C=CC(=N1)NC1=C(C(=CC=C1)C1=NC=C(C=N1)F)OC)C 2-((4-cyanophenyl)amino)-4-((3-(5-fluoropyrimidin-2-yl)-2-methoxyphenyl)amino)-N-methylpyrimidine